ClC=1C=C(C=CC1C(F)(F)F)N1CC(C=2C1=NC=C(N2)C(=O)N2C(CN(CC2)C2=NC(=C(C(=O)OC)C(=C2)C)C)(C)C)(C)C methyl 6-(4-(5-(3-chloro-4-(trifluoromethyl)phenyl)-7,7-dimethyl-6,7-dihydro-5H-pyrrolo[2,3-b]pyrazine-2-carbonyl)-3,3-dimethylpiperazin-1-yl)-2,4-dimethylnicotinate